3-(2-(5-(3-bromobenzylidene)-3-(4-methylphenyl)-4-oxothiazolidine-2-ylidene)hydrazono)-5-bromoindol-2-one BrC=1C=C(C=C2C(N(C(S2)=NN=C2C(NC3=CC=C(C=C23)Br)=O)C2=CC=C(C=C2)C)=O)C=CC1